COC([C@@H](NC([C@H](NC(C(C)(C)C)=O)CC1=CC=CC=C1)=O)CCCCN)=O (pivaloyl-D-phenylalanyl)-L-lysine methyl ester